C(CCCCCCCCCCCCCCCCC)OC1=C(C=C(C(=O)OCC)C=C1)OC Ethyl 4-octadecyloxy-3-methoxybenzoate